C(C(C)C)(=O)OCC=C Isobutyric acid, allyl ester